NC1=NC(=C2N=CN(C2=N1)[C@H]1C[C@H](C1)COP(=O)(OC1=CC=CC=C1)N[C@@H](C)C(=O)OC(C)C)OC Isopropyl (((cis-3-(2-amino-6-methoxy-9H-purin-9-yl)cyclobutyl)methoxy)(phenoxy)phosphoryl)-L-alaninate